N4-benzyl-N2-(3,5-dichlorophenyl)quinazoline-2,4-diamine C(C1=CC=CC=C1)NC1=NC(=NC2=CC=CC=C12)NC1=CC(=CC(=C1)Cl)Cl